(2R,12S,12aS)-8,12-dimethoxy-1,2,3,5,6,11,12,12a-octahydro-2,12-methanopyrrolo[1',2':1,2]azepino[4,5-b]indole COC=1C=C2C3=C(NC2=CC1)[C@]1([C@H]2N(CC3)C[C@H](C2)C1)OC